N1(CCNCC1)C1=CC=C(C=C1)C=1C=NC=2N(C1)N=CC2C2=CC(NC1=CC=CC=C21)=O 4-(6-(4-(piperazin-1-yl)phenyl)pyrazolo[1,5-a]pyrimidin-3-yl)-quinolone